1-(Benzyloxy)-6-{[4,7,10-tris({[1-(benzyloxy)-6-oxopyridin-2-yl]methyl})-1,4,7,10-tetraazacyclododecan-1-yl]methyl}pyridin-2-one C(C1=CC=CC=C1)ON1C(C=CC=C1CN1CCN(CCN(CCN(CC1)CC=1N(C(C=CC1)=O)OCC1=CC=CC=C1)CC=1N(C(C=CC1)=O)OCC1=CC=CC=C1)CC=1N(C(C=CC1)=O)OCC1=CC=CC=C1)=O